COCCOCC=1C=C2C=C(NC2=C(C1)NC1CCS(CC1)=O)C1=CC=CC=C1 5-(2-methoxyethoxymethyl)-N-(1-oxothian-4-yl)-2-phenyl-1H-indol-7-amine